N-(7-(benzyloxy)-6-(1,1-dioxido-4-oxo-1,2,5-thiadiazolidin-2-yl)-5-fluoronaphthalen-2-yl)-2-(4-(3-(2,6-bis(benzyloxy)pyridin-3-yl)-1-methyl-1H-indazol-6-yl)phenyl)acetamide C(C1=CC=CC=C1)OC1=C(C(=C2C=CC(=CC2=C1)NC(CC1=CC=C(C=C1)C1=CC=C2C(=NN(C2=C1)C)C=1C(=NC(=CC1)OCC1=CC=CC=C1)OCC1=CC=CC=C1)=O)F)N1S(NC(C1)=O)(=O)=O